1-(8-bromo-6-cyclopropylimidazo[1,2-a]pyridin-2-yl)-2-((triisopropylsilyl)oxy)ethan-1-one BrC=1C=2N(C=C(C1)C1CC1)C=C(N2)C(CO[Si](C(C)C)(C(C)C)C(C)C)=O